[Zn+2].C1(C(CCCC1)C(=O)[O-])C(=O)[O-] cyclohexane-1,2-dicarboxylic acid zinc salt